[Na+].NCC(=O)N1[C@@H](CCC1)C(=O)N[C@@H](CS)C(=O)[O-] glycyl-L-prolyl-L-cysteine sodium salt